N1(CCC1)CC1(CC1)NC(=O)C1(CCC1)C1=CC=C(C=C1)Cl N-(1-(azetidin-1-ylmethyl)cyclopropyl)-1-(4-chlorophenyl)cyclobutane-1-carboxamide